C(C)(=O)C=1C(=CC(=C(C1)N1C(N(C(N(C1=O)C)=S)C)=O)F)Cl 3-(5-acetyl-4-chloro-2-fluorophenyl)-1,5-dimethyl-6-thioxo-1,3,5-triazine-2,4-dione